4-bromo-N-(2,4-dimethoxybenzyl)-2-fluoro-N-(6-fluoropyridin-2-yl)-5-toluenesulfonamide BrC1=CC(=C(C)C=C1S(=O)(=O)N(C1=NC(=CC=C1)F)CC1=C(C=C(C=C1)OC)OC)F